ClC=1C=C(C=C(C1)Cl)C1=CC(=CC(=C1)O)CN(C(OC(C)(C)C)=O)C tert-butyl ((3',5'-dichloro-5-hydroxy-[1,1'-biphenyl]-3-yl)methyl)(methyl)carbamate